tert-butyl 6-(1-(5-methoxy-2-(1-methyl-1H-pyrazol-4-yl)-4-nitrophenyl)piperidin-4-yl)-2,6-diazaspiro[3.3]heptane-2-carboxylate COC=1C(=CC(=C(C1)N1CCC(CC1)N1CC2(CN(C2)C(=O)OC(C)(C)C)C1)C=1C=NN(C1)C)[N+](=O)[O-]